FC=1C=C(C=CC1F)N1CC2(C=3C1=NC=C(N3)C(=O)N3C(CN(CC3)C3=CC=C(C=N3)CC(=O)OC)(C)C)CCCC2 methyl 2-(6-(4-(5'-(3,4-difluorophenyl)-5',6'-dihydrospiro[cyclopentane-1,7'-pyrrolo[2,3-b]pyrazine]-2'-carbonyl)-3,3-dimethylpiperazin-1-yl)pyridin-3-yl)acetate